C[C@@H]1CN(C[C@H]2N1CC=1C=CC(=CC1C2)N[C@@H]2CNC[C@@H]2F)C2=C1C=CC=NC1=C(C=C2)C#N 5-[(4R,11aS)-4-Methyl-9-[[(3R,4S)-4-fluoropyrrolidin-3-yl]amino]-1,3,4,6,11,11a-hexahydropyrazino[1,2-b]isochinolin-2-yl]chinolin-8-carbonitril